NCC(C(O)C1=CC=CC=C1)(F)F 3-amino-2,2-difluoro-1-phenyl-propan-1-ol